(R)-N-(2-methyl-6-(1-methyl-5-(3-(1-phenylethyl)ureido)-1H-1,2,3-triazol-4-yl)pyridin-3-yl)methanesulfonamide CC1=NC(=CC=C1NS(=O)(=O)C)C=1N=NN(C1NC(=O)N[C@H](C)C1=CC=CC=C1)C